DIBOROXOLE B1=BOC=C1